CC1=C(CN[C@H](C)C2=CC=CC=C2)C=CC=C1C1=CC=CC=C1 2-methyl-3-phenyl-N-[(1R)-1-phenylethyl]-benzylamine